OC1=CC=C(C=C1)NC(\C=C/C(=O)O)=O N-(4-hydroxyphenyl)maleamic acid